N-(4-(8-(1,1-difluoropropan-2-yl)-2-(((3S,5S)-5-fluoropiperidin-3-yl)amino)-7-oxo-7,8-dihydropyrido[2,3-d]pyrimidin-6-yl)-2,3-difluorophenyl)-1-phenylmethanesulfonamide FC(C(C)N1C(C(=CC2=C1N=C(N=C2)N[C@@H]2CNC[C@H](C2)F)C2=C(C(=C(C=C2)NS(=O)(=O)CC2=CC=CC=C2)F)F)=O)F